FC(C(=O)O)(F)F.NC=1C=2N(C=C(N1)C(F)(F)F)C(=CN2)C=2C(=CC(=C(C2)S(=O)(=O)N[C@@H]2CO[C@H](CC2)CC#N)F)C 5-(8-amino-6-(trifluoromethyl)imidazo[1,2-a]pyrazin-3-yl)-N-((3S,6R)-6-(cyanomethyl)tetrahydro-2H-pyran-3-yl)-2-fluoro-4-methylbenzenesulfonamide trifluoroacetate salt